(S)-1-(5-((3-ethyl-4-methylpiperazin-1-yl)methyl)benzo[d]isoxazol-3-yl)dihydropyrimidine-2,4(1H,3H)-dione C(C)[C@H]1CN(CCN1C)CC=1C=CC2=C(C(=NO2)N2C(NC(CC2)=O)=O)C1